(R)-4-((4-(4-(2-((tert-butyldiphenylsilyl)oxy)ethyl)piperazin-1-yl)-1-(phenylthio)butan-2-yl)amino)-3-((trifluoromethyl)sulfonyl)benzenesulfonamide [Si](C1=CC=CC=C1)(C1=CC=CC=C1)(C(C)(C)C)OCCN1CCN(CC1)CC[C@H](CSC1=CC=CC=C1)NC1=C(C=C(C=C1)S(=O)(=O)N)S(=O)(=O)C(F)(F)F